NC=1C(=NN(C1)CCOCCOCCOCCOCCNS(=O)(=O)C1=CC=C(NC2=NC=C(C(=N2)NC2=C(C(=O)N)C(=CC=C2)F)Br)C=C1)OC 2-[[2-[4-[2-[2-[2-[2-[2-(4-amino-3-methoxy-pyrazol-1-yl)ethoxy]ethoxy]ethoxy]ethoxy]ethylsulfamoyl]anilino]-5-bromo-pyrimidin-4-yl]amino]-6-fluoro-benzamide